3-(2-Chloro-6-fluorophenyl)-7-(4-ethyl-3-(hydroxymethyl)-5-oxo-4,5-dihydro-1H-1,2,4-triazol-1-yl)-6-fluoro-1-isopropylquinazoline-2,4(1H,3H)-dione ClC1=C(C(=CC=C1)F)N1C(N(C2=CC(=C(C=C2C1=O)F)N1N=C(N(C1=O)CC)CO)C(C)C)=O